N-(4-(2-(3,4-dichlorophenyl)propyl)-6-(((R)-1-hydroxy-4-methylpent-2-yl)amino)-1,3,5-triazin-2-yl)methanesulfonamide ClC=1C=C(C=CC1Cl)C(CC1=NC(=NC(=N1)N[C@@H](CO)CC(C)C)NS(=O)(=O)C)C